COC(CN1C(C2=CC=C(C(=C2C(=N1)Br)F)Br)=O)=O 2-(4,6-dibromo-5-fluoro-1-oxo-phthalazin-2-yl)acetic acid methyl ester